OC1(CCC(CC1)N1CCC2N(CCC21)C(CNC(C2=CC(=CC=C2)C(F)(F)F)=O)=O)C2=NC=C(C=C2)N2CC(CC2)(C)O N-[2-(4-{4-hydroxy-4-[5-(3-hydroxy-3-methylpyrrolidin-1-yl)pyridin-2-yl]cyclohexyl}-octahydropyrrolo[3,2-b]pyrrol-1-yl)-2-oxoethyl]-3-(trifluoromethyl)benzamide